(1-(aminomethyl)-5-(trifluoromethyl)-3-azabicyclo[3.1.0]hex-3-yl)quinoline-8-carbonitrile NCC12CN(CC2(C1)C(F)(F)F)C1=NC2=C(C=CC=C2C=C1)C#N